tert-butyl-((5-methylpyridin-2-yl) carbamoyl)-7-nitro-3,4-dihydroquinoline-1(2H)-carboxylate C(C)(C)(C)C1(N(C2=CC(=CC=C2CC1)[N+](=O)[O-])C(=O)[O-])C(NC1=NC=C(C=C1)C)=O